Cl.FC1CC(CC(C1)CN1CCNCC1)[C@]1(CC=C(C=C1)C=O)OC1CNCC1 (S)-(4-(3-Fluoro-5-(piperazin-1-yl)methylcyclohexyl)-4-(pyrrolidin-3-yloxy)phenyl)methanone hydrochloride